p-Tolyloxycarbonylchlorosulfonamide C1(=CC=C(C=C1)OC(=O)NS(=O)(=O)Cl)C